N1=CN=CC(=C1)C1=NN(C=C1)C=1N=C(C2=C(N1)C=CC=N2)N2CCOCC2 4-[2-(3-pyrimidin-5-ylpyrazol-1-yl)pyrido[3,2-d]pyrimidin-4-yl]morpholine